NC=1C(=C(C=C2C=CN=CC12)C=1C=NC(=C(C1C)N)C)F 8-amino-6-(5-amino-4,6-dimethylpyridin-3-yl)-7-fluoroisoquinolin